C(C)OC([C@@H](COC1=CC=C(C=C1)Br)O)=O (R)-ethyl-3-(4-bromophenoxy)-2-hydroxypropanoate